C(C)(C)C1=C(C=CC=C1)[C@@H]1CN(CCN1)CC=1C=C(C2=C(C(CO2)(C)C)C1)OC (R)-3-(2-isopropylphenyl)-1-((7-methoxy-3,3-dimethyl-2,3-dihydrobenzofuran-5-yl)methyl)piperazine